gold-vanadium dioxide [O-2].[O-2].[V+5].[Au+3]